Cl.Cl.N1N2C(C=C1)=C(C1(C2)CCNCC1)N 6'H-spiro[piperidine-4,5'-pyrrolo[1,2-b]pyrazol]-4'-amine dihydrochloride